C(C)(C)(C)C1=C(C(C(=O)[O-])=CC(=C1)C(C)(C)C)O.[W+4].C(C)(C)(C)C1=C(C(C(=O)[O-])=CC(=C1)C(C)(C)C)O.C(C)(C)(C)C1=C(C(C(=O)[O-])=CC(=C1)C(C)(C)C)O.C(C)(C)(C)C1=C(C(C(=O)[O-])=CC(=C1)C(C)(C)C)O tungsten 3,5-di-tert-butylsalicylate